COC(C1=C(C=CC=C1)SC(CN)C1=CC=CC=C1)=O 2-((2-amino-1-phenylethyl)thio)-benzoic acid methyl ester